N-(5-methylpyridin-2-yl)thiourea CC=1C=CC(=NC1)NC(=S)N